C(#N)C=1C=C(C=CC1F)NC(=O)N1CC=2C(=NN3C2SCC(CC3)O)CC1 N-(3-Cyano-4-fluorophenyl)-3-hydroxy-2,3,4,5,8,9-hexahydropyrido[4',3':3,4]-pyrazolo[5,1-b][1,3]thiazepine-10(11H)-carboxamide